C(CCCCCCCCCCCCCCCCC)(=O)N.C(CCCCCCCCCCCCCCCCC)(=O)N Distearic acid amide